CC1=NC(=CC2=C1CCN2S(=O)(=O)C)C(=O)OC methyl 4-methyl-1-(methylsulfonyl)-2,3-dihydro-1H-pyrrolo[3,2-c]pyridine-6-carboxylate